Cl.NCC(=O)C1=CC(=CC=C1)Cl 2-Amino-1-(3-chlorophenyl)ethane-1-one HCl salt